ClC1=C(C(=O)O)C=CC(=C1)NC(=O)C=1N(C(=CN1)C1=C(C=C(C=C1)OC(F)F)F)C 2-chloro-4-[[5-[4-(difluoromethoxy)-2-fluoro-phenyl]-1-methyl-imidazole-2-carbonyl]amino]benzoic acid